benzoxazolyl-(benzoxazol) O1C(=NC2=C1C=CC=C2)C=2OC1=C(N2)C=CC=C1